methyl-2-benzoyl-methyl-3-benzoyl-methyl-2-benzoyl-benzothiazoline CC1=CC2=C(N(C(S2)(C(C2=CC=CC=C2)=O)C(C2=CC=CC=C2)=O)C(C2=CC=CC=C2)=O)C(=C1C)C